O=C1C2CC2CN1C1=CC=C(N=N1)CN1N=CC(=C1)NC(OC(C)(C)C)=O tert-Butyl (1-((6-(2-oxo-3-azabicyclo[3.1.0]hexan-3-yl)pyridazin-3-yl)methyl)-1H-pyrazol-4-yl)carbamate